trans-1'-(tert-butoxycarbonyl)-3-((3-chloro-5-(trifluoromethyl)phenyl)amino)-2-oxo-[1,3'-bipiperidine]-4'-carboxylic acid C(C)(C)(C)OC(=O)N1CC(C(CC1)C(=O)O)N1C(C(CCC1)NC1=CC(=CC(=C1)C(F)(F)F)Cl)=O